3,3-dimethylaminobenzidine CNC1(CC(=CC=C1N)C1=CC=C(N)C=C1)NC